(E)-N-[1-[5-chloro-2-[(1,3-dimethylpyrazol-4-yl)amino]pyrimidin-4-yl]-3-methyl-pyrrolo[2,3-b]pyridin-5-yl]-4-(dimethylamino)but-2-enamide ClC=1C(=NC(=NC1)NC=1C(=NN(C1)C)C)N1C=C(C=2C1=NC=C(C2)NC(\C=C\CN(C)C)=O)C